NCCCOCCNC(C1=C(C=C(C=C1)NC=1C=2N(C=CN1)C(=CN2)C=2C(=NN(C2)CC(F)F)C(F)(F)F)CC)=O N-(2-(3-aminopropoxy)ethyl)-4-((3-(1-(2,2-difluoroethyl)-3-(trifluoromethyl)-1H-pyrazol-4-yl)imidazo[1,2-a]pyrazin-8-yl)amino)-2-ethylbenzamide